COCCN(C(CC(C1=CC=CC=C1)=O)=O)CCOC N,N-bis(2-methoxyethyl)-3-oxo-3-phenylpropaneamidate